6-Amino-4-methyl-8-(β-D-ribofuranosyl)4H,8H-pyrrolo[4,3,2-de]pyrimido[4,5-c]pyridazine NN1CN(CC23C1N=NC(=C2)N(C3)[C@H]3[C@H](O)[C@H](O)[C@H](O3)CO)C